CC=1C(=NC=C(C1)NC(C(=O)N1[C@@H](CC[C@H](C1)C)C1=CC(=NC=C1)C)=O)NC(OC(C)(C)C)=O tert-butyl N-[3-methyl-5-[[2-[(2S,5R)-5-methyl-2-(2-methyl-4-pyridyl)-1-piperidyl]-2-oxo-acetyl]amino]-2-pyridyl]carbamate